CN(C(OC(C)(C)C)=O)C1CC(C1)CSC tert-Butyl N-methyl-N-[(1r,3r)-3-[(methylsulfanyl)methyl]cyclobutyl]carbamate